(R)-2-methyl-4-(2-methyl-3-(trifluoromethyl)benzyl)piperazine-1-carbonyl chloride C[C@H]1N(CCN(C1)CC1=C(C(=CC=C1)C(F)(F)F)C)C(=O)Cl